FC1=C(C(=O)NCC2=CC(=C(C=C2)COC)F)C=C(C=C1)B1OC(C(O1)(C)C)(C)C 2-Fluoro-N-(3-Fluoro-4-(methoxymethyl)benzyl)-5-(4,4,5,5-tetramethyl-1,3,2-dioxaborolan-2-yl)benzamide